7H-pyrrolo[2,3-c]pyridin-7-one N=1C=CC=2C1C(N=CC2)=O